(S)-trifluorolactic acid [C@H](C(=O)O)(C(F)(F)F)O